NC=1C=2N(C=C(N1)C=1C=NC(=CC1)C(C)O)C(=CN2)C=2C=C(C=CC2C)C(C(C)O)(F)F (3-(8-amino-6-(6-(1-hydroxyethyl)pyridin-3-yl)imidazo[1,2-a]pyrazin-3-yl)-4-methylphenyl)-1,1-difluoropropan-2-ol